C[C@@H]1N(CCN(C1)C)[C@H](C(=O)NC=1C=CC=C2C(=CNC12)C1=NC(=NC=C1C)NC1=C(C(=CC=C1)S(=O)(=O)C)F)C (S)-2-((S)-2,4-dimethylpiperazin-1-yl)-N-(3-(2-((2-fluoro-3-(methylsulfonyl)phenyl)amino)-5-methylpyrimidin-4-yl)-1H-indol-7-yl)propionamide